6-amino-2-(3,5-dichloro-4-((4-methyl-2-(6-methylpyridine-3-yl)quinolin-6-yl)oxy)phenyl)-1,2,4-triazine-3,5(2H,4H)-dione NC=1C(NC(N(N1)C1=CC(=C(C(=C1)Cl)OC=1C=C2C(=CC(=NC2=CC1)C=1C=NC(=CC1)C)C)Cl)=O)=O